COC1=CC=C(CN(C2=NC(=NN3C2=NC=C3C(C)(O)C3=CC=C(C=C3)CN3CCCC3)OCCCC)CC3=CC=C(C=C3)OC)C=C1 1-(4-(bis(4-methoxybenzyl)amino)-2-butoxyimidazo[2,1-f][1,2,4]triazin-7-yl)-1-(4-(pyrrolidin-1-ylmethyl)phenyl)ethan-1-ol